O=C1NC(CCC1N1C(C2=CC=C(C=C2C1=O)N1CCN(CC1)CC1CCN(CC1)C1=CC=C(C(=O)O)C=C1)=O)=O 4-(4-((4-(2-(2,6-dioxopiperidin-3-yl)-1,3-dioxoisoindolin-5-yl)piperazine-1-yl)methyl)piperidin-1-yl)benzoic acid